5-(4-((1-(4-(((1r,3r)-3-(4-cyano-3-methoxyphenoxy)-2,2,4,4-tetramethylcyclobutyl)carbamoyl)phenyl)piperidin-4-yl)methyl)piperazin-1-yl)pyrimidine-2-carboxylic acid C(#N)C1=C(C=C(OC2C(C(C2(C)C)NC(=O)C2=CC=C(C=C2)N2CCC(CC2)CN2CCN(CC2)C=2C=NC(=NC2)C(=O)O)(C)C)C=C1)OC